BrCC1=CC(=C(COC2=C(C(N(N=C2)C(C)(C)C)=O)Cl)C=C1)OC 5-((4-(bromomethyl)-2-methoxybenzyl)oxy)-2-(tert-butyl)-4-chloropyridazin-3(2H)-one